P(=O)(OCC(CCC1=CC=C(C=C1)CCCCCCCC)(CO)N)(O)O 2-amino-2-(hydroxymethyl)-4-(4-octyl phenyl)butyl dihydrogen phosphate